[Na].C(C)OC=1C=CC2=C(N=C(S2)S(=O)(=O)N)C1 5-ethoxybenzothiazol-2-ylsulfonamide sodium salt